N1(CCNCC1)CCNCCNCCN N2-(2-((2-(piperazine-1-yl)ethyl)amino)ethyl)ethane-1,2-diamine